The molecule is a 3-hydroxy fatty acyl-CoA(4-) obtained by deprotonation of the phosphate and diphosphate OH groups of (R)-3-hydroxyoctanoyl-CoA. It is a (R)-3-hydroxyacyl-CoA(4-), a 3-hydroxy fatty acyl-CoA(4-), a medium-chain fatty acyl-CoA(4-) and a short-chain (R)-3-hydroxy fatty acyl-CoA(4-). It is a conjugate base of a (R)-3-hydroxyhexanoyl-CoA. CCC[C@H](CC(=O)SCCNC(=O)CCNC(=O)[C@@H](C(C)(C)COP(=O)([O-])OP(=O)([O-])OC[C@@H]1[C@H]([C@H]([C@@H](O1)N2C=NC3=C(N=CN=C32)N)O)OP(=O)([O-])[O-])O)O